4-((1r,4s)-4-(3-(6-(8-(benzo[d]thiazol-2-ylcarbamoyl)-3,4-dihydroisoquinolin-2(1H)-yl)-2-(tert-butoxycarbonyl)pyridin-3-yl)-2-methylphenoxy)cyclohexyl)butanoic acid S1C(=NC2=C1C=CC=C2)NC(=O)C=2C=CC=C1CCN(CC21)C2=CC=C(C(=N2)C(=O)OC(C)(C)C)C=2C(=C(OC1CCC(CC1)CCCC(=O)O)C=CC2)C